Phenyl-(Propyloxy)Methylindolizine C1(=CC=CC=C1)C=1C(=C2C=CC=CN2C1)COCCC